1-(3-fluoropyridin-4-yl)-2,5-dimethylpiperazine dihydrochloride Cl.Cl.FC=1C=NC=CC1N1C(CNC(C1)C)C